((1-(3-chlorophenyl)cyclopropyl)amino)-6-(3,5-dimethylisoxazol-4-yl)-N-((1-methylazetidin-3-yl)methyl)quinazoline-2-carboxamide ClC=1C=C(C=CC1)C1(CC1)NC1=NC(=NC2=CC=C(C=C12)C=1C(=NOC1C)C)C(=O)NCC1CN(C1)C